C1(CCC1)N[C@H]1[C@@H](C1)C=1C=C(SC1)C(=O)NC1CCOCC1 4-((1S,2R)-2-(cyclobutylamino)-cyclopropyl)-N-(tetrahydro-2H-pyran-4-yl)thiophene-2-carboxamide